ClC=1C=C2CCN(C(C2=C(C1)[C@H]1N(CCOC1)C(=O)[O-])C(C)(C)C)C(NCC)=O (R)-3-(6-chloro-tert-butyl 2-(ethylcarbamoyl)-1,2,3,4-tetrahydroisoquinolin-8-yl)morpholine-4-carboxylate